5-METHYL-2-OXOINDOLINE-3-CARBALDEHYDE CC=1C=C2C(C(NC2=CC1)=O)C=O